CC1=CC(=NC=C1C#N)N1C(C=C(C=C1)CN1C[C@@H](N[C@@H](C1)C=1C(=C2COC(C2=CC1)=O)C)C)=O 4'-methyl-4-(((3s,5r)-3-methyl-5-(4-methyl-1-oxo-1,3-dihydroisobenzofuran-5-yl)piperazin-1-yl)methyl)-2-oxo-2H-[1,2'-bipyridine]-5'-carbonitrile